COCCOC=1C=C2C(=NC=NC2=CC1OCCOC)OC1=CC(=C(C(=C1)F)C(C(=O)NC1=CC(=CC=C1)C(F)(F)F)=O)F (4-((6,7-bis(2-methoxyethoxy)quinazolin-4-yl)oxy)-2,6-difluorophenyl)-2-oxo-N-(3-(trifluoromethyl)phenyl)acetamide